BrC=1C=C(C(=NC1)C1=CC(=C(S1)C(=O)OC)CC)[N+](=O)[O-] methyl 5-(5-bromo-3-nitropyridin-2-yl)-3-ethylthiophene-2-carboxylate